NC1=C(C=CC(=C1F)NCC1=CC=C(C=C1)N)NC(CCCCCCCCC)=O N-(2-Amino-3-fluoro-4-((4-aminobenzyl)amino)phenyl)decanamid